(1R,3R)-2-(bicyclo[1.1.1]pentan-1-yl)-1-(4-(2-(3-(fluoromethyl)azetidin-1-yl)ethoxy)phenyl)-3-methyl-2,3,4,9-tetrahydro-1H-pyrido[3,4-b]indole C12(CC(C1)C2)N2[C@@H](C=1NC3=CC=CC=C3C1C[C@H]2C)C2=CC=C(C=C2)OCCN2CC(C2)CF